(5-methoxy-[1,1'-biphenyl]-2-yl)boronic acid COC=1C=CC(=C(C1)C1=CC=CC=C1)B(O)O